(1S)-2,2-difluoro-4-[cis-3-(trifluoromethyl)cyclobutoxy]-7-[(trifluoromethyl)thio]-2,3-dihydro-1H-inden-1-ol FC1([C@H](C2=C(C=CC(=C2C1)O[C@@H]1C[C@@H](C1)C(F)(F)F)SC(F)(F)F)O)F